rel-(R)-4-(5-(6-methoxy-4-(trifluoromethyl)pyridin-2-yl)-5-(trifluoromethyl)-4,5-dihydroisoxazol-3-yl)-2-methyl-N-(2-oxo-2-((2,2,2-trifluoroethyl)amino)ethyl)benzamide COC1=CC(=CC(=N1)[C@]1(CC(=NO1)C1=CC(=C(C(=O)NCC(NCC(F)(F)F)=O)C=C1)C)C(F)(F)F)C(F)(F)F |o1:8|